BrC=1C=C(N)C=C(C1OC1=CC=C2C(=N1)C(=CN2S(=O)(=O)C2=CC=C(C)C=C2)C(C)C)Br 3,5-dibromo-4-((3-isopropyl-1-p-toluenesulfonyl-1H-pyrrolo[3,2-b]pyridin-5-yl)oxy)aniline